1-heneicosanoyl-2-tetradecanoyl-glycero-3-phosphoserine C(CCCCCCCCCCCCCCCCCCCC)(=O)OCC(OC(CCCCCCCCCCCCC)=O)COP(=O)(O)OC[C@H](N)C(=O)O